C(CCCCCCC\C=C/CCCCCCCC)NC(CCCCC(=O)NCCCCCCCC\C=C/CCCCCCCC)=O N,N'-dioleyl-hexanediamide